isocyanatophenyl-trimethoxysilane N(=C=O)CO[Si](OC)(OC)C1=CC=CC=C1